NC1=C2C(=NC=N1)N(N=C2Br)C2CCC(CC2)N2CCN(CC2)C(=O)OC(C)(C)C tert-butyl 4-((1r,4r)-4-(4-amino-3-bromo-1H-pyrazolo[3,4-d]pyrimidin-1-yl)cyclohexyl)piperazine-1-carboxylate